C(C1=CC=CC=C1)OC(=O)N[C@@H](CCCCNC(COCCOCCNC(COCCOCCNC(OCC1C2=CC=CC=C2C=2C=CC=CC12)=O)=O)=O)C(=O)OC(C1=CC=CC=C1)(C1=CC=CC=C1)C1=C(C=CC=C1)Cl [(2-chlorophenyl)diphenylmethyl] (S)-27-(((benzyloxy)carbonyl)amino)-1-(9H-fluoren-9-yl)-3,12,21-trioxo-2,7,10,16,19-pentaoxa-4,13,22-triazaoctacosan-28-oate